(1S,4S,5R)-5-{[5-cyclopropyl-3-(2,6-dichlorophenyl)-1,2-oxazol-4-yl]methoxyl-2-azabicyclo[2.2.1]heptan-2-yl}benzene-1-sulfonic acid C1(CC1)C1=C(C(=NO1)C1=C(C=CC=C1Cl)Cl)CO[C@@]12N(C[C@@H](CC1)C2)C=2C=CC=C(C2)S(=O)(=O)O